Lithium bis(trifluoromethyl) sulfide FC(F)(F)SC(F)(F)F.[Li]